(S)-2-(3,3-diethylureido)-4-((3-phenylpropyl)(4-(5,6,7,8-tetrahydro-1,8-naphthyridin-2-yl)butyl)amino)butanoic acid C(C)N(C(N[C@H](C(=O)O)CCN(CCCCC1=NC=2NCCCC2C=C1)CCCC1=CC=CC=C1)=O)CC